C(CCCCCCCCCCCCCC)OC=1C=C(C=C(C1)OCCCCCCCCCCCCCC)CO (3-(Pentadecyloxy)-5-(tetradecyloxy)phenyl)methanol